O=C([C@H](C)NC(=O)[C@@H]1N(CC[C@@H](C1)C1=CC=CC=C1)C(=O)OCC)NCC1=CC=C(C=C1)C1=NOC(=N1)C(F)(F)F ethyl (2R,4S)-2-(((S)-1-oxo-1-((4-(5-(trifluoromethyl)-1,2,4-oxadiazol-3-yl)benzyl)amino)propan-2-yl)carbamoyl)-4-phenylpiperidine-1-carboxylate